[Cl-].C(CCCCCCC\C=C/CCCCCCCC)[N+](C)(CCO)CCO oleylbis(2-hydroxyethyl)methylammonium chloride